C(CC)(=O)[O-].[Mg+2].C(CC)(=O)[O-] magnesium propionate